(S)-N-(5-(2,4-difluorophenoxy)pyrazin-2-yl)-2-(3,3-dimethyl-4-((R)-4,5,6,7-tetrahydropyrazolo[1,5-a]pyridine-5-carbonyl)piperazin-1-yl)propanamide FC1=C(OC=2N=CC(=NC2)NC([C@H](C)N2CC(N(CC2)C(=O)[C@H]2CC=3N(CC2)N=CC3)(C)C)=O)C=CC(=C1)F